7-fluoro-8-(5-fluoro-1H-indol-7-yl)-1,4,4,9-tetramethyl-5H-[1,2,4]triazolo[4,3-a]quinoxaline FC=1C=C2NC(C=3N(C2=C(C1C=1C=C(C=C2C=CNC12)F)C)C(=NN3)C)(C)C